1-chloro-6,7-dimethoxy-4-methylphthalazine ClC1=NN=C(C2=CC(=C(C=C12)OC)OC)C